CC1=NOC(=C1C=1C=CC(=C(C1)NC(=O)C1N(C(CC1)=O)C1=CC=CC=C1)NC1CCOCC1)C N-(5-(3,5-dimethylisoxazol-4-yl)-2-((tetrahydro-2H-pyran-4-yl)amino)phenyl)-5-oxo-1-phenylpyrrolidine-2-carboxamide